[Si](C)(C)(C(C)(C)C)OCC12CC(CN2C2(CC1)CC2)=C 7a'-(((t-butyldimethylsilyl)oxy)methyl)-6'-methylenehexahydrospiro[cyclopropane-1,3'-pyrrolizin]